1-Ethyl 2-(1-methylpyrazol-4-yl)oxazole-4-carboxylate CN1N=CC(=C1)C=1OC=C(N1)C(=O)OCC